(S)-1'-(5-((2-amino-3-chloropyridin-4-yl)thio)-1H-imidazo[4,5-b]pyrazin-2-yl)-6-cyclopropyl-1,3-dihydrospiro[indene-2,4'-piperidin]-1-amine NC1=NC=CC(=C1Cl)SC=1N=C2C(=NC1)NC(=N2)N2CCC1(CC2)[C@@H](C2=CC(=CC=C2C1)C1CC1)N